(R)-1-ethyl-4-fluoro-N'-((1,2,3,5,6,7-hexahydrodicyclopenta[b,e]pyridin-8-yl)carbamoyl)-1H-pyrazole-3-sulfonimidamide C(C)N1N=C(C(=C1)F)[S@@](=O)(N)=NC(NC1=C2C(=NC3=C1CCC3)CCC2)=O